3-(5-(7-((methyl((R*)-1-phenylethyl)amino)methyl)imidazo[1,5-a]pyridin-5-yl)-1-oxoisoindolin-2-yl)piperidine-2,6-dione CN([C@H](C)C1=CC=CC=C1)CC1=CC=2N(C(=C1)C=1C=C3CN(C(C3=CC1)=O)C1C(NC(CC1)=O)=O)C=NC2 |o1:2|